6-(Cyclopropanecarboxamido)-4-((2-methoxy-3-(5-morpholinopyrazin-2-yl)phenyl)amino)-N-(methyl-d3)pyridazine-3-carboxamide C1(CC1)C(=O)NC1=CC(=C(N=N1)C(=O)NC([2H])([2H])[2H])NC1=C(C(=CC=C1)C1=NC=C(N=C1)N1CCOCC1)OC